ClC=1SC2=C(N1)C=CC(=C2)C(=O)O 2-chloro-1,3-benzothiazole-6-carboxylic acid